tert-butyl sarcosinate N(C)CC(=O)OC(C)(C)C